OC[C@@]12CCC[C@H]1[C@@H]1CCC3=CC(CCC3=C1CC2)=O hydroxyestra-4,9-dien-3-one